4-((5-bromo-6-methyl-3-nitropyridin-2-yl)amino)benzyl acetate C(C)(=O)OCC1=CC=C(C=C1)NC1=NC(=C(C=C1[N+](=O)[O-])Br)C